ClC1=NC(=CC(=N1)NCC1=C(C=C(C=C1)OC)OC)C 2-chloro-N-(2,4-dimethoxybenzyl)-6-methylpyrimidin-4-amine